2,2-di(p-hydroxyphenyl)propane diacrylate C(C=C)(=O)O.C(C=C)(=O)O.OC1=CC=C(C=C1)C(C)(C)C1=CC=C(C=C1)O